CN1N=CC(=C1)C=1N=CC=2N(C1)N=CC2C#N 6-(1-methyl-1H-pyrazol-4-yl)(pyrazolo[1,5-a]pyrazine-3-carbonitrile)